NC=1C=C(C(=O)C2=CC(=C(C=C2)OC2=CC=C(C=C2)C2=CC=CC=C2)N)C=CC1OC1=CC=C(C=C1)C1=CC=CC=C1 3,3'-diamino-4,4'-bis(4-phenylphenoxy)benzophenone